CN1C=NC(=C1)NC1=NC(=C2C=CC=NC2=C1)NC1CC2CCC(C1)N2CCC#N 3-((3-exo)-3-((7-((1-methyl-1H-imidazol-4-yl)amino)-1,6-naphthyridin-5-yl)amino)-8-azabicyclo[3.2.1]octan-8-yl)propionitrile